(2R,3S,4R,5R)-5-(4-(((acetoxymethoxy)carbonyl)amino)pyrrolo[2,1-f][1,2,4]triazin-7-yl)-5-cyano-4-hydroxy-2-((2-phenylacetoxy)methyl)tetrahydrofuran-3-yl L-valinate N[C@@H](C(C)C)C(=O)O[C@@H]1[C@H](O[C@@]([C@@H]1O)(C#N)C1=CC=C2C(=NC=NN21)NC(=O)OCOC(C)=O)COC(CC2=CC=CC=C2)=O